Cl.Cl.Cl.N1CCC(CC1)OC=1N=CC(=NC1)C1=C(C=C(C=C1)C=1C=NNC1)O 2-{5-[(piperidin-4-yl)oxy]pyrazin-2-yl}-5-(1H-pyrazol-4-yl)phenol-Trihydrochlorid